C(C)(C)(C)[S@](=O)\N=C(/C=1C=NC(=NC1)N1CCN(CC1)C(=O)OC(C)(C)C)\C1=CC=C(C=C1)F tert-Butyl (S,Z)-4-(5-(((tert-butylsulfinyl)imino)-(4-fluorophenyl)methyl)-pyrimidin-2-yl)piperazine-1-carboxylate